C(C(C)(C)C)#N pivalonitrile